FC=1C=C(CC2OCCO2)C=CC1 2-(3-fluorobenzyl)-1,3-dioxolane